ClC1=CC2=C(N(C(N=C2N2[C@H](CN(CC2)C(C=C)=O)C)=O)C2=NC=CN=C2CC)N=C1C1=C(C=CC=C1)F 6-chloro-1-(3-ethyl-2-pyrazinyl)-7-(2-fluorophenyl)-4-((2S)-2-methyl-4-(2-propenoyl)-1-piperazinyl)pyrido[2,3-d]pyrimidin-2(1H)-one